1-(5-bromo-3-fluoropyridin-2-yl)-3-methylazetidin-3-ol BrC=1C=C(C(=NC1)N1CC(C1)(O)C)F